C(CCl)OCCCl oxybis(2-chloroethane)